((S)-3-(4-Fluorophenyl)pyrrolidin-1-yl)(4-((S)-2-hydroxy-3-(2H-tetrazol-2-yl)propoxy)phenyl)methanon FC1=CC=C(C=C1)[C@H]1CN(CC1)C(=O)C1=CC=C(C=C1)OC[C@H](CN1N=CN=N1)O